(4-(1H-indole-2-carbonyl)piperazin-1-yl)(4-methoxyphenyl)methanone N1C(=CC2=CC=CC=C12)C(=O)N1CCN(CC1)C(=O)C1=CC=C(C=C1)OC